6-(3-Aminoazetidin-1-yl)-N-(3,4-dichloro-2-fluorophenyl)pyrido[3,2-d]pyrimidin-4-amine NC1CN(C1)C=1C=CC=2N=CN=C(C2N1)NC1=C(C(=C(C=C1)Cl)Cl)F